6-(3-fluoronaphthalen-1-yl)-2-methoxy-5H-pyrrolo[3,2-b:5,4-c']dipyridine hydrochloride Cl.FC=1C=C(C2=CC=CC=C2C1)C1=NC=CC2=C1NC=1C2=NC(=CC1)OC